(S)-propyl 8-(2-amino-6-((R)-1-(4-chloro-2-(3-methyl-1H-pyrazol-1-yl)phenyl)-2,2,2-trifluoroethoxy)pyrimidin-4-yl)-2,8-diazaspiro[4.5]decane-3-carboxylate NC1=NC(=CC(=N1)N1CCC2(C[C@H](NC2)C(=O)OCCC)CC1)O[C@@H](C(F)(F)F)C1=C(C=C(C=C1)Cl)N1N=C(C=C1)C